NC1=C(C(=NN1CC1=CC=CC=C1)C)C(=O)N 5-amino-1-benzyl-3-methyl-1H-pyrazole-4-carboxamide